FC=1C(=NC=CC1)N1C(C2=CC=C(C=C2C=C1C1CN(CC1)C(C=C)=O)OC)=O (3-Fluoropyridin-2-yl)-6-methoxy-3-[1-(prop-2-enoyl)pyrrolidin-3-yl]isoquinolin-1(2H)-one